8-amino-7-hydroxy-2-phenyl-4H-chromen-4-one NC=1C(=CC=C2C(C=C(OC12)C1=CC=CC=C1)=O)O